methyltri(2-ethyl-hexyloxy)silane C[Si](OCC(CCCC)CC)(OCC(CCCC)CC)OCC(CCCC)CC